NCCOCCN1N=CC=C1 1-[2-(2-aminoethoxy)ethyl]-1H-pyrazole